C1(=CC=CC=C1)C=1N=CC(=NC1C1=CC=CC=C1)N1CC(C(CC1)OCC(=O)O)(C)C 2-((1-(5,6-diphenylpyrazin-2-yl)-3,3-dimethylpiperidin-4-yl)oxy)acetic acid